BrC=1C=CC=2N(C3=CC=C(C=C3C2C1)Br)CCCCP(O)(O)=O (4-(3,6-dibromo-9H-carbazole-9-yl)butyl)phosphonic acid